5-ethylsulfonyl-6-[7-(trifluoromethyl)imidazo[1,2-c]pyrimidin-2-yl]pyridin-3-ol C(C)S(=O)(=O)C=1C=C(C=NC1C=1N=C2N(C=NC(=C2)C(F)(F)F)C1)O